BrC1=CC(=NC=C1)N(CC1=C(C=C(C=C1)OC)OC)CC (4-bromo-2-pyridyl)-N-[(2,4-dimethoxyphenyl)methyl]Ethylamine